ethoxyethyl α-chloroacrylate ClC(C(=O)OCCOCC)=C